ClC1=NC(=CC=C1NC(=O)C1CC1)Cl N-(2,6-dichloropyridin-3-yl)cyclopropanecarboxamide